ClC=1C=C2C(=NC(=NC2=C(C1C1=C2C=NNC2=CC=C1)F)OC[C@H]1N(CCC1)C)N1CC2CCC(C1)N2 6-chloro-4-{3,8-diazabicyclo[3.2.1]oct-3-yl}-8-fluoro-7-(1H-indazol-4-yl)-2-{[(2S)-1-methylpyrrolidin-2-yl]methoxy}quinazoline